6-fluoro-7-(2-fluoro-6-hydroxyphenyl)-1-(4-methyl-2-propan-2-ylpyridin-3-yl)-4-[(2S)-2-methyl-4-prop-2-enoylpiperazin-1-yl]pyrido[2,3-d]pyrimidin-2-one FC1=CC2=C(N(C(N=C2N2[C@H](CN(CC2)C(C=C)=O)C)=O)C=2C(=NC=CC2C)C(C)C)N=C1C1=C(C=CC=C1O)F